O1[C@@H](CC1)CN1C(=NC=2C1=NC(=CC2)C(=O)O)CN2CCC=1C=CC(=NC1C2)OC2=CC=CC=C2 (S)-3-(oxetan-2-ylmethyl)-2-((2-phenoxy-5,8-dihydro-1,7-naphthyridin-7(6H)-yl)methyl)-3H-imidazo[4,5-b]pyridine-5-carboxylic acid